2-[[5-(4-cyclopropyl-6-ethoxy-pyrimidin-5-yl)-3-[[4-[1-methyl-4-(trifluoromethyl)imidazol-2-yl]phenyl]methyl]pyrazolo[4,3-d]pyrimidin-1-yl]methoxy]ethyl-trimethyl-silane C1(CC1)C1=NC=NC(=C1C=1N=CC2=C(N1)C(=NN2COCC[Si](C)(C)C)CC2=CC=C(C=C2)C=2N(C=C(N2)C(F)(F)F)C)OCC